[N+](=O)([O-])C=1C=C(C=CC1)N1N=C(C=C1)NC=1C=C2C=NN(C2=CC1)C1OCCCC1 N-[1-(3-nitrophenyl)pyrazol-3-yl]-1-tetrahydropyran-2-yl-indazol-5-amine